3-methyl-1,5-pentandiol CC(CCO)CCO